Quinazoline-3-carboxamide N=1CN(C=C2C=CC=CC12)C(=O)N